C(C)(=O)[O-].C(C)(=O)[O-].[Zn+2] zinc di-acetate